COC1=C(CN(S(=O)(=O)C2=NC=CC(=C2)NC(C2=C(N=C(C(=C2)C#N)C)N2CCC(CCC2)(F)F)=O)CC2=C(C=C(C=C2)OC)OC)C=CC(=C1)OC N-(2-(N,N-bis(2,4-dimethoxybenzyl)sulfamoyl)pyridin-4-yl)-5-cyano-2-(4,4-difluoroazepan-1-yl)-6-methylnicotinamide